C12CN(CC(CC1)N2)C2=NC(=NC1=C(C(=C(C=C21)Cl)C2=CC(=CC1=C2N=C(S1)N)Cl)F)OCC12CCCN2CCC1 4-(4-(3,8-diazabicyclo-[3.2.1]octan-3-yl)-6-chloro-8-fluoro-2-((tetrahydro-1H-pyrrolizin-7a(5H)-yl)meth-oxy)quinazolin-7-yl)-6-chlorobenzo[d]thiazol-2-amine